OC1=C(C(C1=O)=O)NC=1C=C(C=C(C1)C1=NN=NN1)C1=CC(=CC=C1)C(=O)O 3'-((2-hydroxy-3,4-dioxocyclobut-1-en-1-yl)amino)-5'-(1H-tetrazol-5-yl)-[1,1'-biphenyl]-3-carboxylic acid